C(C)(C)(C)OC(=O)N1CCN(CC1)C1=CC=C(N=N1)C(=O)O 6-(4-(tert-Butoxycarbonyl)piperazin-1-yl)pyridazine-3-carboxylic acid